C(C)(C)(C)OC(CC[C@@H](C(=O)N)N1C(C2=CC=CC(=C2C1)O)=O)=O (S)-5-amino-4-(4-hydroxy-1-oxoisoindolin-2-yl)-5-oxopentanic acid tert-butyl ester